diethyl (S)-(4-(4-(4-((2-amino-4-((1-hydroxypentan-2-yl)amino)-5-oxopyrido[4,3-d]pyrimidin-6(5H)-yl)methyl)benzyl)piperazin-1-yl)butyl)phosphonate NC=1N=C(C2=C(N1)C=CN(C2=O)CC2=CC=C(CN1CCN(CC1)CCCCP(OCC)(OCC)=O)C=C2)N[C@H](CO)CCC